S1CC(CC1)COC(C(CSC1=C(C=C(C(=C1)N1C(N(C(=CC1=O)C(F)(F)F)C)=O)F)Cl)(C)C)=O tetrahydrothiophen-3-ylmethyl-3-({2-chloro-4-fluoro-5-[3-methyl-2,6-dioxo-4-(trifluoromethyl)-3,6-Dihydropyrimidin-1(2H)-yl]phenyl}sulfanyl)-2,2-dimethylpropanoate